N-[3-[5-chloro-2-(difluoromethoxy)phenyl]-1-[(3R,4R)-3-hydroxypiperidin-4-yl]-1H-pyrazol-4-yl]Pyrazolo[1,5-a]Pyrimidine-3-carboxamide hydrochloride Cl.ClC=1C=CC(=C(C1)C1=NN(C=C1NC(=O)C=1C=NN2C1N=CC=C2)[C@H]2[C@@H](CNCC2)O)OC(F)F